IC1=CC=C(NC23C(NC(C(C2)C3)=O)=O)C=C1 (4-iodoanilino)-3-azabicyclo[3.1.1]heptane-2,4-dione